CC=1C=C(OC2=CC=C(C=N2)C(C(=O)OC)(C)O)C=CC1 methyl 2-(6-(3-methylphenoxy) pyridin-3-yl)-2-hydroxypropionate